(S)-1-(4-fluorophenyl)-N-((3S,4S)-4-fluoropyrrolidin-3-yl)-3,4-dihydroisoquinoline FC1=CC=C(C=C1)[C@@H]1N(CCC2=CC=CC=C12)[C@H]1CNC[C@@H]1F